CN1N=CC=2C3=NC(=CC(C(NC4=NC=5C=NN(C(C5N4CCCCCOC12)=O)C)=O)=C3)C 5,16,26-Trimethyl-7-oxa-4,5,13,16,17,20,22,27-octaazapentacyclo[22.3.1.0^{2,6}.0^{13,21}.0^{14,19}]octacosa-1(27),2(6),3,14(19),17,20,24(28),25-octaene-15,23-dione